methyl 6α-ethyl-7α-hydroxyl-3-oxo-5β-cholan-24-oate C(C)[C@H]1[C@H]([C@H]2[C@@H]3CC[C@H]([C@@H](CCC(=O)OC)C)[C@]3(CC[C@@H]2[C@]2(CCC(C[C@@H]12)=O)C)C)O